O[C@H]1C[C@@H](CCC1)N1C(=NC2=C3CC[C@@H](N(C3=CC=C21)C(=O)OC)C)CC(C(=O)O)C2=CC=CC=C2 3-((S)-3-((1R,3R)-3-hydroxycyclohexyl)-6-(methoxycarbonyl)-7-methyl-6,7,8,9-tetrahydro-3H-imidazo[4,5-f]quinolin-2-yl)-2-phenylpropanoic acid